FC=1C=C(C=C(C1)F)C=1OC(=C(N1)C(=O)NCCN(C)C)C1=CC=CC=C1 2-(3,5-difluorophenyl)-N-(2-(dimethylamino)ethyl)-5-phenylOxazole-4-carboxamide